FC1(CCC(=CC1)C=1C(=C(C=CC1)C)C(=O)OC(C)(C)C)F Tert-butyl 4',4'-difluoro-3-methyl-2',3',4',5'-tetrahydro-[1,1'-biphenyl]-2-carboxylate